(1s,2s)-2-phenyl-N-[(1s,4s)-4-{[2-(trifluoromethyl)quinolin-4-yl]amino}cyclohexyl]cyclopropane-1-carboxamide C1(=CC=CC=C1)[C@@H]1[C@H](C1)C(=O)NC1CCC(CC1)NC1=CC(=NC2=CC=CC=C12)C(F)(F)F